[Fe](Cl)(Cl)Cl.N1=CC=C(C=C1)C1=C2NC(=C1)C=C1C=CC(=N1)C=C1C=CC(N1)=CC=1C=CC(N1)=C2 (4-pyridyl)porphin iron (III) chloride